pyrrolidine-d N1(CCCC1)[2H]